2-(2-{[2-(1H-indol-3-yl)-2-oxo-1-phenylethyl]Sulfonyl}-4-methyl-1,3-thiazol-5-yl)acetamide N1C=C(C2=CC=CC=C12)C(C(C1=CC=CC=C1)S(=O)(=O)C=1SC(=C(N1)C)CC(=O)N)=O